(Z)-2-(3-bromoquinolin-6-yl)-3-(dimethylamino)-1-(6-methylpyridin-2-yl)prop-2-en-1-one BrC=1C=NC2=CC=C(C=C2C1)/C(/C(=O)C1=NC(=CC=C1)C)=C/N(C)C